(1S,2R,3S)-2-methyl-N-[7-methyl-6-[4-((S)-3-methyltetrahydrofuran-3-yl)piperazin-4-ium-1-yl]-3-isoquinolyl]-3-(1-methylpyrazol-4-yl)cyclopropanecarboxamide C[C@H]1[C@@H]([C@H]1C=1C=NN(C1)C)C(=O)NC=1N=CC2=CC(=C(C=C2C1)N1CC[NH+](CC1)[C@@]1(COCC1)C)C